N[C@@H]1CC[C@@H](N(C1)C(=O)OCC1=CC=CC=C1)C |r| Racemic-(2S,5R)-benzyl 5-amino-2-methylpiperidine-1-carboxylate